Pyrrolo[1,2-a]pyrazin C=1C=2N(C=CN1)C=CC2